fluoroindium iodate I(=O)(=O)[O-].F[In+2].I(=O)(=O)[O-]